4,6-dimethylnonane CC(CCC)CC(CCC)C